CN(C1=NN=C(O1)C=O)C (5-(dimethylamino)-1,3,4-oxadiazol-2-yl)methanone